(4S,4'S)-2,2'-[1,3-bis(4-tert-butylphenyl)propane-2,2-diyl]bis(4-phenyl-4,5-dihydro-oxazole) C(C)(C)(C)C1=CC=C(C=C1)CC(CC1=CC=C(C=C1)C(C)(C)C)(C=1OC[C@@H](N1)C1=CC=CC=C1)C=1OC[C@@H](N1)C1=CC=CC=C1